BrC=1C(=CC2=C(N=C(S2)C)C1)N 5-bromo-2-methyl-1,3-benzothiazol-6-amine